1-(4-chloro-6-((3-(trifluoromethyl)phenyl)amino)-1,3,5-triazin-2-yl)pyrrolidin-3-ol ClC1=NC(=NC(=N1)NC1=CC(=CC=C1)C(F)(F)F)N1CC(CC1)O